(5S,8R)-N-(2-chloro-4-fluorobenzyl)-5-fluoro-8-hydroxy-8-(((2-hydroxyethyl)amino)methyl)-5,6,7,8-tetrahydroquinoline-5-carboxamide ClC1=C(CNC(=O)[C@]2(C=3C=CC=NC3[C@@](CC2)(CNCCO)O)F)C=CC(=C1)F